[tris(hydroxymethyl)methyl]-3-aminopropanesulphonate OCC(CO)(CO)OS(=O)(=O)CCCN